2-(2-((3R,4R)-3-amino-4-fluoropiperidin-1-yl)-5,6-difluoro-1H-benzo[d]imidazol-1-yl)-1-(azocan-1-yl)ethan-1-one N[C@@H]1CN(CC[C@H]1F)C1=NC2=C(N1CC(=O)N1CCCCCCC1)C=C(C(=C2)F)F